2-amino-5-(3-(2,6-dimethoxybenzamido)propoxy)-4-methoxybenzoic acid methyl ester COC(C1=C(C=C(C(=C1)OCCCNC(C1=C(C=CC=C1OC)OC)=O)OC)N)=O